FC1=CN(C=2C1=NC=C(C2)F)CC21CC(C2)(C1)C(=O)N1N=CCC1C1=CC(=CC(=C1)F)F (3-((3,6-difluoro-1H-pyrrolo-[3,2-b]pyridin-1-yl)methyl)-bicyclo[1.1.1]pentan-1-yl)(5-(3,5-difluorophenyl)-4,5-dihydro-1H-pyrazol-1-yl)methanone